Nickel-cobalt-gallium [Ga].[Co].[Ni]